BrC(C)(C)C bromotertiary butane